N-(1-(3-chlorophenyl)-2,2,2-trifluoroethyl)-5-cyano-N-ethylpyridine-3-sulfonamide ClC=1C=C(C=CC1)C(C(F)(F)F)N(S(=O)(=O)C=1C=NC=C(C1)C#N)CC